F[C@@H]1C[C@@H](NC1)C(=O)NC=1C=CC=C2C(=CNC12)C1=NC(=NC=C1C)NC=1C(=NN(C1)C)OC (2R,4R)-4-fluoro-N-(3-(2-((3-methoxy-1-methyl-1H-pyrazol-4-yl)amino)-5-methylpyrimidin-4-yl)-1H-indol-7-yl)pyrrolidine-2-carboxamide